1-[3-(2-methoxyethoxy)-4-phenoxyphenyl]-3-(3-methylphenyl)-1,3,5-triazinane-2,4,6-trione COCCOC=1C=C(C=CC1OC1=CC=CC=C1)N1C(N(C(NC1=O)=O)C1=CC(=CC=C1)C)=O